1,3,5,7-tetramethyl-1,1,3,5,7,7-hexaphenyltetrasiloxane C[Si](O[Si](O[Si](O[Si](C1=CC=CC=C1)(C1=CC=CC=C1)C)(C1=CC=CC=C1)C)(C1=CC=CC=C1)C)(C1=CC=CC=C1)C1=CC=CC=C1